CN1C(NC=C1)=N 1-methyl-1,3-dihydro-2H-imidazol-2-imine